1-(4-methoxyphenyl)-2-(3,4,5-trimethoxyphenyl)ethane COC1=CC=C(C=C1)CCC1=CC(=C(C(=C1)OC)OC)OC